FC(S(=O)(=O)OC=1C2=C(N=C(N1)SC)OC(CC2)C2=CC=CC1=CC=CC(=C21)C)(F)F 7-(8-methylnaphthalen-1-yl)-2-(methylthio)-6,7-dihydro-5H-pyrano[2,3-d]pyrimidin-4-yl trifluoromethanesulfonate